Azetidin-3-ylcarbinol HCl salt Cl.N1CC(C1)CO